2-({7-amino-1-oxo-4-[3-(pyridin-3-yl)pyrazolo[1,5-a]pyridin-5-yl]-2,3-dihydro-1H-isoindol-2-yl}methyl)prop-2-enamide NC=1C=CC(=C2CN(C(C12)=O)CC(C(=O)N)=C)C1=CC=2N(C=C1)N=CC2C=2C=NC=CC2